C(=O)(O)CN([C@@H](CCC(=O)[O-])C(=O)[O-])CC(=O)O N,N-dicarboxymethylglutamate